2-[6-[rac-(3aS,7aR)-2,3,3a,4,5,6,7,7a-octahydropyrrolo[2,3-c]pyridin-1-yl]pyridazin-3-yl]-3-methyl-5-(trifluoromethyl)phenol N1(CC[C@H]2[C@@H]1CNCC2)C2=CC=C(N=N2)C2=C(C=C(C=C2C)C(F)(F)F)O |r|